C(C)[C@H]1N(C[C@@H](N(C1)C=1C=2N(N(C(C1)=O)C([2H])([2H])[2H])C=C(N2)CO)CC)C(=O)OC(C)(C)C tert-butyl (2R,5S)-2,5-diethyl-4-(2-(hydroxymethyl)-5-(methyl-d3)-6-oxo-5,6-dihydroimidazo[1,2-b]pyridazin-8-yl)piperazine-1-carboxylate